5-[4-isopropylsulfonyl-3-(trifluoromethoxy)phenyl]-3-[5-[4-(methylaminomethyl)phenyl]-1,3,4-oxadiazol-2-yl]pyrazin-2-amine C(C)(C)S(=O)(=O)C1=C(C=C(C=C1)C=1N=C(C(=NC1)N)C=1OC(=NN1)C1=CC=C(C=C1)CNC)OC(F)(F)F